[(2R,3S)-3-(Boc-amino)-4-methoxy-4-oxobutan-2-yl] 1-(3-cyano-1-isopropyl-1H-indol-5-yl)-1H-pyrazole-4-carboxylate C(#N)C1=CN(C2=CC=C(C=C12)N1N=CC(=C1)C(=O)O[C@H](C)[C@@H](C(=O)OC)NC(=O)OC(C)(C)C)C(C)C